urea iron salt [Fe].NC(=O)N